C(C)(C)(C)OC(NC1=CC(=NC=C1C=C)NC(C)=O)=O (2-Acetamido-5-vinylpyridin-4-yl)carbamic acid tert-butyl ester